C1(CCCC1)NC1=CC=C(C=C1)[C@@H]1N(C[C@@H](C[C@@H]1C(=O)NC1=CC(=C(C=C1)C)C(F)(F)F)C(F)(F)F)C(C1=C(C=CC=C1F)F)=O (2R,3S,5R)-2-(4-(cyclopentylamino)phenyl)-1-(2,6-difluorobenzoyl)-N-(4-methyl-3-(trifluoromethyl)phenyl)-5-(trifluoromethyl)piperidine-3-carboxamide